C(C)[N+](CC(C)O)(CC)CC Triethyl(2-hydroxy-propyl)ammonium